ClC1=NC2=CC(=C(C=C2C(=N1)N[C@@H](CNC(C)=O)CCCC)F)F (R)-N-(2-((2-chloro-6,7-difluoroquinazolin-4-yl)amino)hexyl)acetamide